3-(cyclopropylethynyl)-4-((1S,2S)-2-(difluoromethyl)cyclopropyl)-6-(2,4-dimethoxypyrimidin-5-yl)pyridazine bismuth tricaprylate C(CCCCCCC)(=O)[O-].C(CCCCCCC)(=O)[O-].C(CCCCCCC)(=O)[O-].[Bi+3].C1(CC1)C#CC=1N=NC(=CC1[C@@H]1[C@H](C1)C(F)F)C=1C(=NC(=NC1)OC)OC